COC1=C2CC3(CCN(CC3)C(=O)OC(C)(C)C)C(C2=CC=C1)=O tert-butyl 4-methoxy-1-oxo-spiro[indan-2,4'-piperidine]-1'-carboxylate